NC1(CN(CCCC1)C(=O)OC(C)(C)C)C tert-butyl 3-amino-3-methyl-azepane-1-carboxylate